C1(CC1)C(C=1C=C(C(=C(C1)[C@@H](C(=O)O)N1C[C@@H](CC1)N(CCCCCC1=NC=2NCCCC2C=C1)C)OC)F)(F)F (S)-2-(5-(cyclopropyldifluoromethyl)-3-fluoro-2-methoxyphenyl)-2-((R)-3-(methyl(5-(5,6,7,8-tetrahydro-1,8-naphthyridin-2-yl)pentyl)amino)pyrrolidin-1-yl)acetic acid